[2-[[(1S)-2-(1,3-dimethyl-2-phenoxy-butoxyl)-1-methyl-2-oxo-ethyl]carbamoyl]-4-formamido-3-pyridyl]oxymethyl 2-methylpropanoate CC(C(=O)OCOC=1C(=NC=CC1NC=O)C(N[C@H](C(=O)OC(C(C(C)C)OC1=CC=CC=C1)C)C)=O)C